2-fluoro-6-formyl-4-((5-(3-(pyrrolidin-1-yl)phenyl)thiazol-2-yl)carbamoyl)phenyl 3-(2-hydroxyethoxy)propanoate OCCOCCC(=O)OC1=C(C=C(C=C1C=O)C(NC=1SC(=CN1)C1=CC(=CC=C1)N1CCCC1)=O)F